N-ethyl-N-(2-(5-methoxy-1H-indol-3-yl)ethyl)butan-2-amine C(C)N(C(C)CC)CCC1=CNC2=CC=C(C=C12)OC